C(#N)[C@]1(O[C@@H]([C@H]([C@H]1O)O)CO)C1=CC=C2C(=NC=NN21)NC(C2=CC=CC=C2)=O N-{7-[(2R,3R,4S,5R)-2-cyano-3,4-dihydroxy-5-(hydroxymethyl)oxacyclopent-2-yl]pyrrolo[2,1-f][1,2,4]triazin-4-yl}benzamide